C1(=CC=CC=C1)C1=CC=CC(=N1)C1=C(C=CC=C1)C1=C(C(=NC(=C1N1C2=C(C=3C=CC=CC13)N=CC=C2)N2C1=C(C=3C=CC=CC23)N=CC=C1)N1C2=C(C=3C=CC=CC13)N=CC=C2)N2C1=C(C=3C=CC=CC23)N=CC=C1 5,5',5'',5'''-(4-(2-(6-phenylpyridin-2-yl)phenyl)pyridine-2,3,5,6-tetrayl)tetrakis(5H-pyrido[3,2-b]indole)